6-Chloro-8-[4-(6-fluoro-pyridin-2-ylmethoxy)-phenyl]-1-methyl-9H-pyrido[3,4-b]indole ClC=1C=C2C3=C(NC2=C(C1)C1=CC=C(C=C1)OCC1=NC(=CC=C1)F)C(=NC=C3)C